NCCCOCCCN di(3-aminopropyl) ether